4-((8-methoxy-4-(o-tolyl)-2,3-dihydrobenzo[b]oxepin-5-yl)methyl)phenethyl-4-methylbenzenesulfonate COC=1C=CC2=C(OCCC(=C2CC2=CC=C(CCOS(=O)(=O)C3=CC=C(C=C3)C)C=C2)C2=C(C=CC=C2)C)C1